ClC=1C=C2C(=NC(=NC2=C(C1C=1C(=CC=C2C(=NN(C12)C)Cl)C)F)N1CC(C1)N(C)C)N1C[C@H](N(C[C@@H]1C)C(C=C)=O)C 1-((2R,5S)-4-(6-chloro-7-(3-chloro-1,6-dimethyl-1H-indazol-7-yl)-2-(3-(dimethylamino)azetidin-1-yl)-8-fluoroquinazolin-4-yl)-2,5-dimethylpiperazin-1-yl)prop-2-en-1-one